N-(((1r,4r)-4-aminocyclohexyl)methyl)-5,6,7,8-tetrahydronaphthalen-2-amine NC1CCC(CC1)CNC1=CC=2CCCCC2C=C1